ClC=1C(=NC(=NC1)NC=1C=NN(C1)C1CC(OC(C1)(C)C)(C)C)C1=CC=C(C(=O)N[C@@H](CC)C#N)C=C1 (S)-4-(5-chloro-2-((1-(2,2,6,6-tetramethyltetrahydro-2H-pyran-4-yl)-1H-pyrazol-4-yl)amino)pyrimidin-4-yl)-N-(1-cyanopropyl)benzamide